ClC1=NC(=NC(=C1F)N1CC(C1)(F)F)SC 4-CHLORO-6-(3,3-DIFLUOROAZETIDIN-1-YL)-5-FLUORO-2-(METHYLTHIO)PYRIMIDINE